ClC1=CC=C(C=C1)C1=NN(C[C@@H]1C1=CC=CC=C1)\C(\N[C@@H]1C[C@H](CC1)S(N)(=O)=O)=N/S(=O)(=O)C1=CC=C(C=C1)Cl (S,Z)-3-(4-chlorophenyl)-N'-((4-chlorophenyl)sulfonyl)-4-phenyl-N-((1S,3S)-3-sulfamoylcyclopentyl)-4,5-dihydro-1H-pyrazole-1-carboximidamide